1-allyl 2-methyl (2S,4R)-4-(phenethylamino)pyrrolidine-1,2-dicarboxylate C(CC1=CC=CC=C1)N[C@@H]1C[C@H](N(C1)C(=O)OCC=C)C(=O)OC